5-formylpyrazin C(=O)C=1N=CC=NC1